vinylmethyl benzoate (vinyl methyl benzoate) C(=C)CC1=C(C(=O)O)C=CC=C1.C(C1=CC=CC=C1)(=O)OCC=C